(-)-2-amino-1,2-diphenylethanol NC(C(O)C1=CC=CC=C1)C1=CC=CC=C1